BrC1=C2C=NNC2=CC=C1OC 4-bromo-5-methoxy-1H-indazole